6-(Cyclopropanecarboxamido)-4-((1-ethyl-7-methoxy-1H-pyrazolo[4,3-c]pyridin-6-yl)amino)nicotinic acid C1(CC1)C(=O)NC1=NC=C(C(=O)O)C(=C1)NC1=C(C2=C(C=N1)C=NN2CC)OC